Cl.ClC=1C=2C(C3=NC=C(C(=C3OC2C=CC1)C=1C=NC(=CC1)N1C[C@@H](NCC1)C)C)=O (S)-9-chloro-3-methyl-4-(6-(3-methylpiperazin-1-yl)pyridin-3-yl)-10H-chromeno[3,2-b]pyridin-10-one hydrochloride